(2S)-3-[3-[3-[(2S)-2-Carboxy-2-[(3R)-pyrrolidin-3-yl]ethyl]anilino]phenyl]-2-[(3R)-pyrrolidin-3-yl]propanoic acid C(=O)(O)[C@@H](CC=1C=C(NC=2C=C(C=CC2)C[C@H](C(=O)O)[C@@H]2CNCC2)C=CC1)[C@@H]1CNCC1